CC1=CC2=C(NC(NS2(=O)=O)C2CCOCC2)C=C1 7-methyl-3-(tetrahydro-2h-pyran-4-yl)-3,4-dihydro-2h-benzo[e][1,2,4]thiadiazine-1,1-dioxide